C(C1=CC=CC=C1)OCC1(C(CCC1)=O)CO 2-((benzyloxy)methyl)-2-(hydroxymethyl)cyclopentane-1-one